N-(3,4-dihydroxybenzyl)-2-((5-nitrobenzo[d]thiazol-2-yl)thio)acetamide OC=1C=C(CNC(CSC=2SC3=C(N2)C=C(C=C3)[N+](=O)[O-])=O)C=CC1O